(R)-5-(5-cyano-6-((2-hydroxybutyl)amino)pyridin-3-yl)-N-cyclopropyl-2-fluoro-4-methylbenzamide C(#N)C=1C=C(C=NC1NC[C@@H](CC)O)C=1C(=CC(=C(C(=O)NC2CC2)C1)F)C